(3S,5R,8R,9S,10S,12R,13S,14S,17R)-12,14-dihydroxy-10,13-dimethyl-17-(5-oxo-2,5-dihydrofuran-3-yl)hexadecahydro-1H-cyclopenta[a]phenanthren-3-yl 1,4-diazepane-1-carboxylate N1(CCNCCC1)C(=O)O[C@H]1CC[C@@]2([C@H]3C[C@H]([C@@]4([C@H](CC[C@@]4([C@@H]3CC[C@@H]2C1)O)C=1COC(C1)=O)C)O)C